CN1C(N(C(C1=CC1=CN=CN1C)=O)CCC1=CC=CC=C1)=[Se] 1-methyl-5-((1-methyl-1H-imidazol-5-yl)methylene)-3-phenethyl-2-selenoxoimidazolidin-4-one